FC1(CNC(C2=CC=C(C=C12)[N+](=O)[O-])=O)F 4,4-difluoro-6-nitro-2,3-dihydroisoquinolin-1-one